P(=O)(O[Si](C)(C)C)(O[Si](C)(C)C)[O-].[Li+] lithium bis(trimethylsilyl) phosphate